CC1=CC=C2C3(C(N(C2=C1)C=1C=NN(C1)CCC)=O)CC1=CC=C(C=C1C3)C(=O)O 6'-methyl-2'-oxo-1'-(1-propyl-1H-pyrazol-4-yl)-1,3-dihydro-spiro[indene-2,3'-indoline]-5-carboxylic acid